2-(5-methyl-4-nitro-1-(tetrahydro-2H-pyran-2-yl)-1H-pyrazol-3-yl)isoindoline-1,3-dione CC1=C(C(=NN1C1OCCCC1)N1C(C2=CC=CC=C2C1=O)=O)[N+](=O)[O-]